5-[2-(4-benzo[d]isothiazol-3-yl-piperazin-1-yl)-ethyl]-2-methyl-6,7-dihydro-5H-pyrazolo[1,5-a]pyrazin-4-one S1N=C(C2=C1C=CC=C2)N2CCN(CC2)CCN2C(C=1N(CC2)N=C(C1)C)=O